N2-(6-Methoxy-2-methyl-1,2,3,4-tetrahydroisoquinolin-7-yl)-7-((1,2,3,4-tetrahydroisoquinolin-6-yl)oxy)quinazoline-2,5-diamine COC=1C=C2CCN(CC2=CC1NC1=NC=2C=C(C=C(C2C=N1)N)OC=1C=C2CCNCC2=CC1)C